FC1(CC(C1)C=1C=CC(=NC1F)C(NC(=O)C1N(CC(C1)F)C(CN1C(N(C(C(=C1)C)=O)CC)=O)=O)C1=CC=CC=C1)F N-{[5-(3,3-difluorocyclobutyl)-6-fluoropyridin-2-yl](phenyl)methyl}-1-[2-(3-ethyl-5-methyl-2,4-dioxo-1,2,3,4-tetrahydropyrimidin-1-yl)acetyl]-4-fluoropyrrolidine-2-carboxamide